FC1=NC=CC=C1C=1C=C2C(=CNC2=CC1)C(=O)NC1=CC=NC=C1 5-(2-Fluoropyridin-3-yl)-N-(pyridine-4-yl)-1H-indole-3-carboxamide